FC=1C=C2C=NN(C2=CC1C=1C=2C(=NN(C2C=CC1)CC(=O)NCC(=O)NCC(=O)O)C(C)C)C 2-(2-{2-[5'-fluoro-1'-methyl-3-(propan-2-yl)-1H,1'H-[4,6'-biindazol]-1-yl]acetamido}acetamido)acetic acid